tert-butyl-(2R)-2-[(2-ethyl-5,8-dioxo-5,8-dihydro-4H-pyrazolo[1,5-a]pyrrolo[3,4-d]pyrimidin-6(7H)-yl)methyl]morpholine C(C)(C)(C)N1C[C@@H](OCC1)CN1C(C=2NC=3N(C(C2C1)=O)N=C(C3)CC)=O